5-(5-cyclopropylisoxazol-3-yl)-7-(phenylsulfonyl)-7H-pyrrolo[2,3-d]Pyrimidin-4-amine C1(CC1)C1=CC(=NO1)C1=CN(C=2N=CN=C(C21)N)S(=O)(=O)C2=CC=CC=C2